BrC=1C=C2C(=NC1)N(C=C2I)C(=O)OC(C)(C)C tert-butyl 5-bromo-3-iodo-1H-pyrrolo[2,3-b]pyridine-1-carboxylate